rac-tert-butyl (3-methyl-5-(2-((2R,5S)-5-methyl-2-(Pyridin-4-yl)piperidin-1-yl)-2-oxoacetamido)pyridin-2-yl)carbamate CC=1C(=NC=C(C1)NC(C(=O)N1[C@H](CC[C@@H](C1)C)C1=CC=NC=C1)=O)NC(OC(C)(C)C)=O |r|